(4S)-1-(4-(2,3-dihydroxypropoxy)-2,6-difluorobenzyl)-3,4-dimethyl-2-oxo-N-(2,4,6-trifluorobenzyl)-1,2,3,4-tetrahydroquinazolin-7-carboxamide OC(COC1=CC(=C(CN2C(N([C@H](C3=CC=C(C=C23)C(=O)NCC2=C(C=C(C=C2F)F)F)C)C)=O)C(=C1)F)F)CO